COC(=O)C=1NC=C(C1C)C1=CC=NC=C1 3-methyl-4-(pyridin-4-yl)-1H-pyrrole-2-carboxylic acid methyl ester